magnesium-strontium-Zinc [Zn].[Sr].[Mg]